(R)-8-(6-(4-chlorophenyl)pyrimidin-4-yl)-9-oxooctahydro-2H-pyrazino[1,2-a]pyrazine-2-carbonitrile ClC1=CC=C(C=C1)C1=CC(=NC=N1)N1C([C@@H]2N(CCN(C2)C#N)CC1)=O